CC1=CN(C2=CC=C(C=C12)S(=O)(=O)N1CCCCC1)C(C(=O)OC)C methyl 2-[3-methyl-5-(1-piperidylsulfonyl)indol-1-yl]propanoate